NC[C@H](C(=O)O)NC(=O)OCC1=CC=CC=C1 (R)-3-amino-2-(((benzyloxy)carbonyl)amino)propanoic acid